N-((1-Cyclopropylpiperidin-4-yl)methyl)-3-((6-morpholino-1-oxoisoquinolin-2(1H)-yl)methyl)benzamide C1(CC1)N1CCC(CC1)CNC(C1=CC(=CC=C1)CN1C(C2=CC=C(C=C2C=C1)N1CCOCC1)=O)=O